C(=O)O.OC1CCC(CC1)N1N=C(C(=C1)NC(=O)C=1OC(=CC1)C=1C=NNC1)C1=NC=CC=C1 N-(1-((1r,4r)-4-hydroxycyclohexyl)-3-(pyridin-2-yl)-1H-pyrazol-4-yl)-5-(1H-pyrazol-4-yl)furan-2-carboxamide formate